IC[C@@H]1OC(OC1)(C)C (R)-4-(iodomethyl)-2,2-dimethyl-1,3-dioxolane